COC(=O)C=1C=CC(=C(C1)NC1CCN(CC1)C(=O)OC(C)(C)C)[N+](=O)[O-] tert-butyl 4-((5-(methoxycarbonyl)-2-nitrophenyl)amino)piperidine-1-carboxylate